C1C(CC2CCCC12)NC(=O)NCC1=CC(=NC=C1)OC(F)F 1-(1,2,3,3a,4,5,6,6a-octahydropentalen-2-yl)-3-[[2-(difluoromethoxy)pyridin-4-yl]methyl]urea